C=1(C(=CC=C2C=CC=CC12)O)O 1,2-Naphthalenediol